N=1N(N=C2C1C=CC=C2)C2=C(C(=CC(=C2)C(C)(C)C)C(C)(C)C)O 2-(2H-benzotriazole-2-yl)-4,6-bis(1,1-dimethylethyl)phenol